C1(=CC=CC=C1)C=1OC2=C(N1)C=CC(=C2)C2=CC=C(C=C2)N 4-(2-phenyl-benzoxazol-6-yl)benzenamine